4-bromopentyl benzoate C(C1=CC=CC=C1)(=O)OCCCC(C)Br